ethyl 1-methyl-2-(thiazolo[4,5-b]pyrazin-2-ylamino)-1H-benzo[d]imidazole-5-carboxylate CN1C(=NC2=C1C=CC(=C2)C(=O)OCC)NC=2SC=1C(=NC=CN1)N2